C(C=C)(=O)NP(O)(O)=O acrylamidophosphonic acid